CC1=NC(=NO1)C=1C=C(C=CC1)C(=O)NCCN1CC2=CC=C(C=C2C1=O)C(=O)OCC ethyl 2-(2-{[3-(5-methyl-1,2,4-oxadiazol-3-yl)phenyl]formamido}ethyl)-3-oxo-2,3-dihydro-1H-isoindole-5-carboxylate